Cl.N[C@@H](C(C)C)C(=O)OC valine, methyl ester hydrochloride